ClC=1C=C(C2=C(C(CO2)O)C1)S(=O)(=O)NC1=C(C(=C(C=C1)F)C=1C=C2C=NC(=NC2=C(C1)F)NC1CCN(CC1)CC)F 5-chloro-N-(3-{2-[(1-ethylpiperidin-4-yl)amino]-8-fluoroquinazolin-6-yl}-2,4-difluorophenyl)-3-hydroxy-2,3-dihydro-1-benzofuran-7-sulfonamide